((1-(2,6-Dioxopiperidin-3-yl)-3-methyl-2-oxo-2,3-dihydro-1H-benzo[d]imidazol-4-yl)(methyl)amino)pyrrolidine-1-carboxylic acid tert-butyl ester C(C)(C)(C)OC(=O)N1C(CCC1)N(C)C1=CC=CC=2N(C(N(C21)C)=O)C2C(NC(CC2)=O)=O